1-(3-(Chloromethyl)-4-fluoropyridin-2-yl)dihydropyrimidine-2,4(1H,3H)-dione ClCC=1C(=NC=CC1F)N1C(NC(CC1)=O)=O